Propanthiolat C(CC)[S-]